O=C1NC(CCC1N1C(C2=CC=C(C=C2C1)NC(=O)N1CCC2=CC=C(C=C12)C1COC1)=O)=O N-(2-(2,6-dioxopiperidin-3-yl)-1-oxoisoindolin-5-yl)-6-(oxetan-3-yl)indoline-1-carboxamide